1-benzyl-2-(chloromethyl)-1H-imidazole C(C1=CC=CC=C1)N1C(=NC=C1)CCl